ClC=1C=C2C3=C(N(C2=C(C1)C1=CN=C(S1)C1=CC=CC=C1)CC(F)(F)F)C=NC=C3 6-Chloro-8-(2-phenyl-thiazol-5-yl)-9-(2,2,2-trifluoro-ethyl)-9H-pyrido[3,4-b]indole